COC1=CC=C(COC(CC2=CC=C(C=C2)O)=O)C=C1 4-hydroxyphenylacetic acid-4-methoxybenzyl ester